C1(CCCCC1)NCCCN cyclohexyl-1,3-propylenediamine